2-bromo-N-(pentan-3-yl)thiazole BrC1SC=CN1C(CC)CC